3-methyl-5-[(prop-2-enoylamino)methyl]-7-[4-(trifluoromethoxy)phenyl]benzimidazole-4-carboxamide CN1C=NC2=C1C(=C(C=C2C2=CC=C(C=C2)OC(F)(F)F)CNC(C=C)=O)C(=O)N